(1S,2S)-N-(7-chloro-6-(cis-3-(3-fluoroazetidin-1-yl)cyclobutyl)isoquinolin-3-yl)-2-(1-methyl-1H-pyrazol-4-yl)cyclopropane-1-carboxamide ClC1=C(C=C2C=C(N=CC2=C1)NC(=O)[C@@H]1[C@H](C1)C=1C=NN(C1)C)[C@@H]1C[C@@H](C1)N1CC(C1)F